ClC1=NC(=CC(=C1C#N)C(F)(F)F)C 2-chloro-6-methyl-4-(trifluoromethyl)pyridine-3-carbonitrile